P(=O)(OCCCC(C)C)(OCC)OCC 4-methylpentyl diethyl phosphate